S1C(=CC=C1)C(=O)OC methyl 2-thiofuroate